ClC1=CC2=C(C=3C(NC(C3C(=C2)C2=C(C(=O)N)C=C(C=C2F)C(F)(F)F)C2=C(C=CC(=C2)F)Cl)=O)C=C1 (7-chloro-3-(2-chloro-5-fluorophenyl)-1-oxo-2,3-dihydro-1H-benzo[e]isoindol-4-yl)-3-fluoro-5-(trifluoromethyl)benzamide